COC=1C=C(C=C(C1)OC)C(O)([2H])[2H] (3,5-dimethoxyphenyl)methan-d2-ol